CCCCOC=1C=CC=C(C1)[C@@](C(=O)OC)(CCC)NC(=O)OC(C)(C)C methyl (2R)-[5-[4-butoxy] phenyl]-2-[[(1,1-dimethylethoxy) carbonyl] amino]-pentanoate